(14R)-4-chlorobenzoate ClC1=CC=C(C(=O)[O-])C=C1